C(N)(=O)C=1C=C(CNC(OCCC=2C(OC3=CC(=CC=C3C2C)N(CC)CC)=O)=O)C=CC1F 2-(7-(diethylamino)-4-methyl-2-oxo-2H-chromen-3-yl)ethyl (3-carbamoyl-4-fluorobenzyl)carbamate